N-[2-(4,4-difluorocyclohexyl)-4-(2,5-difluorophenyl)-3-pyridyl]-2-isopropoxy-pyrimidine-5-carboxamide FC1(CCC(CC1)C1=NC=CC(=C1NC(=O)C=1C=NC(=NC1)OC(C)C)C1=C(C=CC(=C1)F)F)F